(1r,3r)-3-{[(3-{[5-amino-7-(butylamino)-1H-pyrazolo-[4,3-d]pyrimidin-1-yl]methyl}-4-methoxyphenyl)-methyl]amino}cyclobutan-1-ol NC=1N=C(C2=C(N1)C=NN2CC=2C=C(C=CC2OC)CNC2CC(C2)O)NCCCC